OC1=CC=C(C=C1)C=1C=CC=C2C=NC(=NC12)N(C=1C=NC(=CC1)CC#N)C1=CC(=CC=C1)N1CCN(CC1)C 8-(4-hydroxyphenyl)-N-(3-(4-methylpiperazin-1-yl)phenyl)-N-(6-cyanomethylpyridin-3-yl)quinazolin-2-amine